1-hydroxyethoxy-2,4,6-triiodobenzene OC(C)OC1=C(C=C(C=C1I)I)I